hexadecafluorocopper F[Cu](F)(F)(F)(F)(F)(F)(F)(F)(F)(F)(F)(F)(F)(F)F